3-(1-oxo-5-((2-(3-(pyridin-4-yl)azetidin-1-yl)cyclohexyl)oxy)isoindolin-2-yl)piperidine-2,6-dione O=C1N(CC2=CC(=CC=C12)OC1C(CCCC1)N1CC(C1)C1=CC=NC=C1)C1C(NC(CC1)=O)=O